4-phosphinobenzoic acid PC1=CC=C(C(=O)O)C=C1